6-methyl-5,6-dihydrobenzo[h][1,6]naphthyridine-5,5-d2-7-amine CN1C(C=2C=CC=NC2C=2C1=C(C=CC2)N)([2H])[2H]